N-(5-chloro-2-propoxybenzyl)-N-(4-(N-(prop-2-yn-1-yl)sulfamoyl)phenethyl)furan-3-carboxamide ClC=1C=CC(=C(CN(C(=O)C2=COC=C2)CCC2=CC=C(C=C2)S(NCC#C)(=O)=O)C1)OCCC